BrC=1C=CC(=C(CC2=CC=C(O[C@@H]3COCC3)C=C2)C1)Cl (S)-3-(4-(5-bromo-2-chlorobenzyl)phenoxy)tetrahydrofuran